methylene-4-keto-chlorobenzene C=C1C(C=CC(C1)=O)Cl